(2S,3S)-2-methyl-1-(pyridin-2-yl)azetidine-3-carboxylic acid C[C@@H]1N(C[C@@H]1C(=O)O)C1=NC=CC=C1